[1-[[3-[[(4S)-chroman-4-yl]carbamoyl]phenyl]-phenyl-methyl]-4,4-diethyl-6-oxo-hexahydropyrimidin-2-ylidene]ammonium O1CC[C@@H](C2=CC=CC=C12)NC(=O)C=1C=C(C=CC1)C(N1C(NC(CC1=O)(CC)CC)=[NH2+])C1=CC=CC=C1